C(C)(C)(C)OC(=O)N1C[C@H]([C@H](CC1)OCC1CN(C1)C1=CC=CC=2N(C(N(C21)C)=O)C2C(NC(CC2)=O)=O)F (3R,4S)-4-[[1-[1-(2,6-dioxo-3-piperidyl)-3-methyl-2-oxo-benzoimidazol-4-yl]azetidin-3-yl]methoxy]-3-fluoro-piperidine-1-carboxylic acid tert-butyl ester